The molecule is a branched amino tetrasaccharide comprised of a trisaccharide chain of N-acetyl-alpha-neuraminic acid, 6-O-sulfo-beta-D-glactose and N-acetyl-beta-D-glucosamine residues linked sequentially (2->3) and (1->4), to the GlcNAC residue of which is also linked (1->3) an alpha-L-fucose residue. It has a role as an epitope. It is an amino tetrasaccharide and a glucosamine oligosaccharide. C[C@H]1[C@H]([C@H]([C@@H]([C@@H](O1)O[C@@H]2[C@H]([C@@H](O[C@@H]([C@H]2O[C@H]3[C@@H]([C@H]([C@H]([C@H](O3)COS(=O)(=O)O)O)O[C@@]4(C[C@@H]([C@H]([C@@H](O4)[C@@H]([C@@H](CO)O)O)NC(=O)C)O)C(=O)O)O)CO)O)NC(=O)C)O)O)O